4-(3-(2,6-dimethylpyridin-4-yl)phenyl)thiazol-2-amine CC1=NC(=CC(=C1)C=1C=C(C=CC1)C=1N=C(SC1)N)C